2,2,2-trifluoroethane-1-ol FC(CO)(F)F